C(C1=CC=CC=C1)OC1=CC=C(OC2=CSC3=C2C=CC(=C3)Br)C=C1 3-(4-(benzyloxy)phenoxy)-6-bromobenzothiophene